2-bromo-1-(6-methoxypyridin-3-yl)ethanone methyl-4H-thieno[3,2-b]pyrrole-6-carboxylate COC(=O)C=1C2=C(NC1)C=CS2.BrCC(=O)C=2C=NC(=CC2)OC